C(C)(=O)N1[C@@H]([C@H](N(CC1)C(C=C)=O)C)C=1C(=C(C=C(C1)Cl)C1=CC(=NC(=C1)F)C(=O)NC)F 4-(3-((2R,3R)-1-acetyl-4-acryloyl-3-methylpiperazin-2-yl)-5-chloro-2-fluorophenyl)-6-fluoro-N-methylpicolinamide